1-((3-fluoropyridin-4-yl)methyl)-1H-pyrrole-2-carboxylic acid FC=1C=NC=CC1CN1C(=CC=C1)C(=O)O